C(C)C1=C(C=CC(=C1)F)NC1=C(C(=O)O)C=C(C=N1)C(F)(F)F 2-((2-ethyl-4-fluorophenyl)amino)-5-(trifluoromethyl)nicotinic acid